CN(C1CCN(CC1)C1=NC(=NC(=N1)N(CCOC)CCOC)NC1=CC=NC=C1)C 6-(4-(dimethylamino)piperidin-1-yl)-N2,N2-bis(2-methoxyethyl)-N4-(4-pyridinyl)-1,3,5-triazine-2,4-diamine